(1-cyclopentyl-1H-imidazol-4-yl)[(1R,5S,6r)-6-(5,5-dimethyl-4,5-dihydro-1,2-oxazole-3-Yl)-3-azabicyclo[3.1.0]Hex-3-yl]Ketone C1(CCCC1)N1C=NC(=C1)C(=O)N1C[C@H]2C([C@H]2C1)C1=NOC(C1)(C)C